COC1=CC=C(C=C1)N1CC(CC2=CC=CC=C12)NC(C=C)=O N-(1-(4-methoxyphenyl)-1,2,3,4-tetrahydroquinolin-3-yl)acrylamide